methyl 2-(1-tert-butoxycarbonyl-4-piperidinyl)-7-isopropoxy-imidazo[1,2-a]pyrimidine-6-carboxylate C(C)(C)(C)OC(=O)N1CCC(CC1)C=1N=C2N(C=C(C(=N2)OC(C)C)C(=O)OC)C1